3-[6-amino-5-(3,4,5-trimethoxy-phenyl)-3-pyridyl]benzamide NC1=C(C=C(C=N1)C=1C=C(C(=O)N)C=CC1)C1=CC(=C(C(=C1)OC)OC)OC